ClC=1C(=NC=C(C1)C(=O)OC1=CC=CC=C1)N1CCN(CC1)C(=O)OC(C)(C)C tert-butyl 4-(3-chloro-5-phenoxycarbonyl-2-pyridyl)piperazine-1-carboxylate